C(C)(C)(C)OC(=O)N1CCC(CC1)(F)CNC1=NN2C(C=3OCCCC13)=NC(=C2Br)C 4-[(3-Bromo-2-methyl-7,8-dihydro-6H-9-oxa-1,3a,4-triaza-cyclopenta[a]naphthalen-5-ylamino)-methyl]-4-fluoro-piperidine-1-carboxylic acid tert-butyl ester